3-Cyclohexyl-amino-2-hydroxypropanesulfonic acid sodium salt [Na+].C1(CCCCC1)CC(C(S(=O)(=O)[O-])N)O